(15R)-5-[6-chloro-2-(hydroxymethyl)pyrimidin-4-yl]-15-methyl-11-thia-6,14,17-triazatetracyclo[8.8.0.0^2,7.0^12,18]octadeca-1(10),2,4,6,8,12(18)-hexaen-13-one ClC1=CC(=NC(=N1)CO)C1=CC=C2C=3C=4NC[C@H](NC(C4SC3C=CC2=N1)=O)C